S1CCN(CC1)C1=CC=C(C=CC=2SC3=C(N2)C=CC=C3)C=C1 2-(4-thiomorpholinostyryl)benzo[d]thiazole